NC1=NC=CC=C1C1=NC=2C(=NC(=CC2)C2=NN(C=C2)C(F)F)N1C=1C=C2CC[C@@H](C2=CC1)NC(OC(C)(C)C)=O tert-butyl N-[(1S)-5-[2-(2-aminopyridin-3-yl)-5-[1-(difluoromethyl)pyrazol-3-yl]imidazo[4,5-b]pyridin-3-yl]-2,3-dihydro-1H-inden-1-yl]carbamate